C(C1=CC=CC=C1)[C@H]1CN(CCN1S(=O)(=O)C)C1=CC2=C(C=N1)C(=NN2)C=2C(=C(C(=C(C2)C(F)(F)F)F)O)F (S)-3-(6-(3-Benzyl-4-(methylsulfonyl)piperazin-1-yl)-1H-pyrazolo[4,3-c]pyridin-3-yl)-2,6-difluoro-5-(trifluoromethyl)phenol